C(C)(C)(C)OC(CNC(=O)C1=CC=NC2=CC=C(C=C12)Br)=O (6-bromoquinoline-4-carbonyl)glycine tert-butyl ester